ClC1=CC=C(C=C1)C1=CC=C(C=C1)C=1OC2=C(N1)C=CC=C2 2-(4'-chloro-[1,1']biphenyl-4-yl)-benzoxazole